C1(CC1)OC1=CC=C(C=C1)N1C(N2C(CNCC2)=C1C(=O)NCC1=C(C=CC=C1)C1=NC=CC=C1)=O 2-[4-(cyclopropoxy)phenyl]-3-oxo-N-[[2-(2-pyridyl)phenyl]methyl]-6,8-dihydro-5H-imidazo[1,5-a]pyrazine-1-carboxamide